OC=1C=C(C=CC1)OS(=O)(=O)C1C2C(=C(C(C1)O2)C2=CC=C(C=C2)O)C2=CC=C(C=C2)NC(CCCCC[Se]C#N)=O 3-hydroxyphenyl-5-(4-hydroxyphenyl)-6-(4-(6-selenocyanohexanamido) phenyl)-7-oxabicyclo[2.2.1]hept-5-ene-2-sulfonate